7-(7-chloro-8-fluoro-2-((hexahydro-1H-pyrrolizin-7a-yl)methoxy)pyrido[4,3-d]pyrimidin-4-yl)-2-thia-1,3,7-triazaspiro[4.5]decan 2,2-dioxide ClC1=C(C=2N=C(N=C(C2C=N1)N1CC2(CNS(N2)(=O)=O)CCC1)OCC12CCCN2CCC1)F